2-hydroxy-4-n-propoxy-4'-ethoxybenzophenone OC1=C(C(=O)C2=CC=C(C=C2)OCC)C=CC(=C1)OCCC